iso-propyl-methacrylate C(C)(C)OC(C(=C)C)=O